ClC1=CC=C(C=C1)C1=CC=C(C=C1)OC1=C(N=NN1)C(=O)O 5-((4'-chloro-[1,1'-biphenyl]-4-yl)oxy)-1H-1,2,3-triazole-4-carboxylic acid